1,1,1,3,5,7,7,7-Octamethyl-3,5-bis(trimethylsilanyloxy)tetrasiloxan C[Si](O[Si](O[Si](O[Si](C)(C)C)(O[Si](C)(C)C)C)(O[Si](C)(C)C)C)(C)C